NC1=CC=2C(C(C3=CC=CC=C3C2C=C1)=O)=O 2-amino-9,10-phenanthrenequinone